6-methyl-3,4-dihydroquinoxaline CC=1C=C2NCC=NC2=CC1